N[C@H]1C2=C(N=C(S2)Cl)CC12CCN(CC2)C=2N=CC(=NC2)SC=2C(=C1C(N(C=NC1=CC2)CCOC)=O)Cl 6-[5-[(6R)-6-amino-2-chloro-spiro[4,6-dihydrocyclopenta[d]thiazole-5,4'-piperidine]-1'-yl]pyrazin-2-yl]sulfanyl-5-chloro-3-(2-methoxyethyl)quinazolin-4-one